ClC=1C(=C(C=NC1)N(C(=O)C1=NC2=C(N1)C=CC(=C2)C(F)(F)F)CCO)C N-(5-chloro-4-methylpyridin-3-yl)-N-(2-hydroxyethyl)-5-(trifluoromethyl)-1H-benzo[d]imidazole-2-carboxamide